C[Si](C)(C)N=[N+]=[N-] TRIMETHYLSILYL AZIDE